Genistein O1C=C(C(=O)C=2C(O)=CC(O)=CC12)C1=CC=C(O)C=C1